4-(2,3-dimethylphenyl)piperidin CC1=C(C=CC=C1C)C1CCNCC1